tetramethylurea CN(C(N(C)C)=O)C